(S)-N-((S)-(3-chloro-2,4-difluorophenyl)(3-methyl-1-((S)-1,1,1-trifluoropropan-2-yl)azetidin-3-yl)methyl)-2-oxoimidazolidine-4-carboxamide ClC=1C(=C(C=CC1F)[C@@H](NC(=O)[C@H]1NC(NC1)=O)C1(CN(C1)[C@H](C(F)(F)F)C)C)F